O=C1CC2(C1)CN(CCC2)C(=O)OC(C)(C)C tert-butyl 2-oxo-6-azaspiro[3.5]nonane-6-carboxylate